N-(2-chloro-4-fluoro-3-((5-fluoro-3-methyl-4-oxo-3,4-dihydroquinazolin-6-yl)oxy)phenyl)-2-azabicyclo[2.1.1]hexane-2-sulfonamide ClC1=C(C=CC(=C1OC=1C(=C2C(N(C=NC2=CC1)C)=O)F)F)NS(=O)(=O)N1C2CC(C1)C2